ClC=1C=C(C=CC1Cl)CS(=O)(=O)NC1=C(C=CC(=C1)C(=O)N1CCC(CC1)C1=CC=C(C=C1)OC=1N=NC(=CC1)C(F)(F)F)N1CCN(CC1)CC 1-(3,4-dichlorophenyl)-N-(2-(4-ethylpiperazin-1-yl)-5-(4-(4-((6-(trifluoromethyl)pyridazin-3-yl)oxy)phenyl)piperidine-1-carbonyl)phenyl)methanesulfonamide